BrC=1C=CC(=NC1)C1CN(C1)C(=O)OC(C)(C)C tert-Butyl 3-(5-bromopyridin-2-yl)azetidine-1-carboxylate